2-(7-fluoro-9H-carbazol-2-yl)-N-(4-hydroxybenzyl)-2-methylpropanamide FC1=CC=C2C=3C=CC(=CC3NC2=C1)C(C(=O)NCC1=CC=C(C=C1)O)(C)C